C1(CC1)N1C(N(C2=C1C=C(C=C2)OC)C2=NC(=NC=C2)NC=2C(=CC(=C(C2)NC(C=C)=O)N(C)CCN(C)C)OC)=O N-(5-((4-(3-Cyclopropyl-5-methoxy-2-oxo-2,3-dihydro-1H-benzo[d]imidazol-1-yl)pyrimidin-2-yl)amino)-2-((2-(dimethylamino)ethyl)(methyl)amino)-4-methoxyphenyl)acrylamide